O=C(CCCCCCCCC(=O)[O-])CCCCCCCCC(=O)[O-] 2-oxopropane-1,3-diyldioctanoate